N(=[N+]=[N-])CCN1C(C=2N(C3=CC=C(C=C13)F)C=CC2)=O 5-(2-azidoethyl)-7-fluoro-pyrrolo[1,2-a]quinoxalin-4-one